Cl.Cl.C(C1=CC=CC=C1)C1CCN(CC1)CCN 2-(4-benzylpiperidin-1-yl)ethylamine 2HCl salt